C(C1=CC=CC=C1)NC1=C2N=CN(C2=NC(=N1)C=1C=NC=C(C1)OC)C1[C@@H]([C@@H]([C@@]2(C[C@H]12)C(=O)NC)O)O (1S,2R,3S,5S)-4-(6-(benzylamino)-2-(5-methoxypyridin-3-yl)-9H-purin-9-yl)-2,3-dihydroxyl-N-methylbicyclo-[3.1.0]hexane-1-formamide